C(N)(O[C@@]1(C(CCC2=CC(=CC=C12)C1=CC(=C(C=C1)OC(C)C)Cl)(C)C)[C@@H]1CN2CCC1CC2)=O (S)-quinuclidin-3-yl((R)-6-(3-chloro-4-isopropoxyphenyl)-2,2-dimethyl-1,2,3,4-tetrahydronaphthalen-1-yl) carbamate